(S)-2-amino-5-(2-chloro-4-(2-(3,5-difluorophenyl)-2-hydroxyacetamido)phenyl)-N-isopropylnicotinamide NC1=C(C(=O)NC(C)C)C=C(C=N1)C1=C(C=C(C=C1)NC([C@@H](O)C1=CC(=CC(=C1)F)F)=O)Cl